(R)-1-(3-(2-(1-(2-morpholinoethyl)-1H-pyrazol-4-ylamino)-7H-pyrrolo[2,3-d]pyrimidin-4-ylamino)piperidin-1-yl)prop-2-en-1-one O1CCN(CC1)CCN1N=CC(=C1)NC=1N=C(C2=C(N1)NC=C2)N[C@H]2CN(CCC2)C(C=C)=O